(1R,4R,SR)-tert-butyl-5-amino-2-azabicyclo[2.2.1]heptane-2-carboxylate C(C)(C)(C)OC(=O)N1[C@H]2C[C@@H]([C@@H](C1)C2)N |&1:10|